CCCCCCCCCC/C=C\CCCCCCCCCC(=O)O[C@H](COC(=O)CCCCC/C=C\C/C=C\C/C=C\C/C=C\CCCCC)COP(=O)([O-])OCC[N+](C)(C)C 1-(7Z,10Z,13Z,16Z-docosatetraenoyl)-2-(11Z-docosenoyl)-glycero-3-phosphocholine